N-ethylpropan-1-amine C(C)NCCC